The molecule is an organophosphate oxoanion arising from deprotonation of the phosphate OH groups of 1-palmitoylglycerone 3-phosphate; major species at pH 7.3. It is a conjugate base of a 1-palmitoylglycerone 3-phosphate. CCCCCCCCCCCCCCCC(=O)OCC(=O)COP(=O)([O-])[O-]